FC1(CCC(C(C1)O)(OC)OC)F 5,5-difluoro-2,2-dimethoxy-cyclohexanol